4-[3-(1-Methyl-4-piperidyl)-2-oxo-1,3-benzoxazol-6-yl]-N-(4-phenylbutyl)piperidine-1-carboxamide CN1CCC(CC1)N1C(OC2=C1C=CC(=C2)C2CCN(CC2)C(=O)NCCCCC2=CC=CC=C2)=O